N-(9-((2R,3R,4S,5S)-5-(bis(4-methoxyphenyl)(phenyl)methoxy)-4-hydroxy-3-methoxytetrahydrofuran-2-yl)-9H-purin-6-yl)-N-methylbenzamide COC1=CC=C(C=C1)C(O[C@@H]1[C@H]([C@H]([C@@H](O1)N1C2=NC=NC(=C2N=C1)N(C(C1=CC=CC=C1)=O)C)OC)O)(C1=CC=CC=C1)C1=CC=C(C=C1)OC